N-(2-bromo-5-fluorobenzyl)-1,1-dimethoxypropan-2-amine BrC1=C(CNC(C(OC)OC)C)C=C(C=C1)F